N(N)C(=O)C1=NC=C2N1C=C(N=C2N2CCN(CC2)CC(C)C)S(=O)(=O)N(C2(CC2)C)CC2=CC=C(C=C2)OC 3-(hydrazinocarbonyl)-8-(4-isobutylpiperazin-1-yl)-N-(4-methoxybenzyl)-N-(1-methylcyclopropyl)imidazo[1,5-a]pyrazine-6-sulphonamide